ClCC(=O)NC=1SC(=C(C1C#N)C)C1=CC=CC=C1 2-chloro-N-(3-cyano-4-methyl-5-phenylthiophen-2-yl)acetamide